(3S,4R)-4-(2,6-difluoro-4-methoxyphenyl)-3-[(5-{4-[(6-methylpyrazin-2-yl)oxy]phenyl}-1,3,4-oxadiazol-2-yl)amino]pyrrolidin-2-one FC1=C(C(=CC(=C1)OC)F)[C@H]1[C@@H](C(NC1)=O)NC=1OC(=NN1)C1=CC=C(C=C1)OC1=NC(=CN=C1)C